FC1=CC=C(C=C1)S(=O)(=O)N1CC2=C(C1)CN(C2)C(=O)NCC2=CN=CO2 5-(4-fluorophenylsulphonyl)-N-(oxazol-5-ylmethyl)-3,4,5,6-tetrahydropyrrolo[3,4-c]pyrrole-2(1H)-carboxamide